N-(tert-butylcarbonyl)-3-[2-oxo-pyrrole-3(S)-yl]-L-alanine methyl ester COC([C@@H](NC(=O)C(C)(C)C)CC=1C(N=CC1)=O)=O